FC=1C=C(C=C(C1O)C=O)NS(=O)(=O)C1=CC=CC=C1 N-(3-fluoro-5-formyl-4-hydroxyphenyl)benzenesulfonamide